[(cyclohexylmethyl)amino]-1-(p-hydroxyphenyl)-1-ethanol C1(CCCCC1)CNC(C)(O)C1=CC=C(C=C1)O